O[C@H](C)C1=NC=2C(=C3C(=NC2)NC=C3)N1N1CCC(CC1)CC#N (R)-2-(1-(2-(1-hydroxyethyl)imidazo[4,5-d]pyrrolo[2,3-b]pyridine-1(6H)-yl)piperidin-4-yl)acetonitrile